FC=1C(=CC2=C(OCC(O2)(C)C)C1)C(C)N1C[C@@H](N(C[C@H]1C)C=1C=2C(N(C(C1)=O)C)=CN(N2)CC#N)C 2-(7-((2S,5R)-4-(1-(7-fluoro-3,3-dimethyl-2,3-dihydrobenzo[b][1,4]dioxin-6-yl)ethyl)-2,5-dimethylpiperazin-1-yl)-4-methyl-5-oxo-4,5-dihydro-2H-pyrazolo[4,3-b]pyridin-2-yl)acetonitrile